biphenol benzoate C(C1=CC=CC=C1)(=O)OC=1C(=CC=CC1)C=1C(=CC=CC1)O